2-(1-(t-butoxycarbonyl)piperidin-4-yl)-2,2-difluoroacetic acid C(C)(C)(C)OC(=O)N1CCC(CC1)C(C(=O)O)(F)F